1-(tert-Butoxycarbonyl)-4-(((6-(cyclopropyl-(4-(trifluoromethyl)benzyl)amino)-5-fluoropyrimidin-4-yl)amino)methyl)piperidine-4-carboxylic acid C(C)(C)(C)OC(=O)N1CCC(CC1)(C(=O)O)CNC1=NC=NC(=C1F)N(CC1=CC=C(C=C1)C(F)(F)F)C1CC1